FC(C(=O)O)(F)F.NC[C@H](C(=O)N[C@@H]1B(OC2=C(C1)C=CC=C2C(=O)O)O)NC(=O)N2C(C(N(CC2)CC)=O)=O (R)-3-((R)-3-amino-2-(4-ethyl-2,3-dioxopiperazine-1-carboxamido)propanamido)-2-hydroxy-3,4-dihydro-2H-benzo[e][1,2]oxaborinine-8-carboxylic acid, trifluoroacetic acid salt